BrC1=CC2=CN(C=C3C2=C2C(=CN(C=C12)CC(CCCCCCCCCC)CCCCCCCC)C=C3Br)CC(CCCCCCCCCC)CCCCCCCC 4,9-dibromo-2,7-di(2-octyldodecyl)benzo[lmn][3,8]phenanthroline